1-(((3r,5r,7r)-adamantan-1-yl)methyl)-4-((5-(4-chlorophenyl)-1-(2,4-dichlorophenyl)-4-methyl-1H-pyrazol-3-yl)methyl)piperazine C12(CC3CC(CC(C1)C3)C2)CN2CCN(CC2)CC2=NN(C(=C2C)C2=CC=C(C=C2)Cl)C2=C(C=C(C=C2)Cl)Cl